C(C=C)(=O)N1CC(CC(C1)(F)F)C1=NC(=NO1)C1=CC(=C(C=C1)NC(C1=NC(=CC=C1)C1=C(C=NN1)C)=O)F N-(4-(5-(1-acryloyl-5,5-difluoropiperidin-3-yl)-1,2,4-oxadiazol-3-yl)-2-fluorophenyl)-6-(4-methyl-1H-pyrazol-5-yl)picolinamide